3-[1-methyl-4-[[2-(2-morpholinoethoxy) phenyl] methyl] pyrazol-3-yl]-3-oxo-propanoate CN1N=C(C(=C1)CC1=C(C=CC=C1)OCCN1CCOCC1)C(CC(=O)[O-])=O